FC1=CC=C2C(=N1)N(C=C2C2=NC(=CC(=N2)N[C@@H]2[C@H](C1CCC2CC1)C(=O)OCC)C=1OC=CC1)S(=O)(=O)C1=CC=C(C)C=C1 (2S,3S)-ethyl 3-((2-(6-fluoro-1-tosyl-1H-pyrrolo[2,3-b]pyridin-3-yl)-6-(furan-2-yl) pyrimidin-4-yl)amino)bicyclo[2.2.2]octane-2-carboxylate